FC1C2(N(C3=CC=CC=C3C1=O)C)CCNCC2 fluoro-1'-methyl-1'H-spiro[piperidine-4,2'-quinolin]-4'(3'H)-one